1-(2,2-dimethylcyclopropyl)-3,4-dimethylbenzene CC1(C(C1)C1=CC(=C(C=C1)C)C)C